ClC=1N=CC(=NC1)N([C@@H]1[C@@H]([C@H]2CC[C@@H](C1)N2C(=O)OC(C)(C)C)F)C tert-butyl (1R,2S,3S,5S)-3-[(5-chloropyrazin-2-yl)(methyl)amino]-2-fluoro-8-azabicyclo[3.2.1]octane-8-carboxylate